1-(2-(3-aminopropyl)-3,4-difluorophenyl)-3-(2-bromo-6-methoxypyridin-3-yl)-6-(trifluoromethyl)-2,3-dihydropyrido[3,4-d]pyrimidin-4(1H)-one, hydrochloride Cl.NCCCC1=C(C=CC(=C1F)F)N1CN(C(C2=C1C=NC(=C2)C(F)(F)F)=O)C=2C(=NC(=CC2)OC)Br